C(CCCCCCC\C=C/CCCCCCCC)(=O)OCCCCCCC(C)C isononyl oleate